methyl 4-((1-(3-(5-oxo-5,6-dihydro-1,6-naphthyridin-7-yl)propyl)piperidin-4-yl)amino)benzoate O=C1C=2C=CC=NC2C=C(N1)CCCN1CCC(CC1)NC1=CC=C(C(=O)OC)C=C1